FC=1C=C(C=C(C1F)F)C1NCCC2=C1NC1=CC=CC=C21 1-(3,4,5-trifluorophenyl)-2,3,4,9-tetrahydro-1H-pyrido[3,4-b]indole